(S)-N-[1,2,3-trimethoxy-9-oxo-10-aminosulfonyl-5,6,7,9-tetrahydrobenzo[a]heptalen-7-yl]acetamide COC1=C(C(=CC2=C1C1=CC=C(C(C=C1[C@H](CC2)NC(C)=O)=O)S(=O)(=O)N)OC)OC